3-(3-methoxyphenyl)-N-propyl-imidazo[1,2-b]pyridazin-6-amine COC=1C=C(C=CC1)C1=CN=C2N1N=C(C=C2)NCCC